(R)-3-((3-(4-Cyclopropylpyrido[3,2-d]pyrimidin-6-yl)phenyl)ethynyl)-3-hydroxy-1-methylpyrrolidin-2-one C1(CC1)C=1C2=C(N=CN1)C=CC(=N2)C=2C=C(C=CC2)C#C[C@]2(C(N(CC2)C)=O)O